CC12CC3(CC(C(C(C1)C3)C)C2)C 1,3,6-trimethyladamantane